4-[[2-(2-Amino-4-tert.-butylphenyl)acetyl]amino]-N-tert.-butylpyridin NC1=C(C=CC(=C1)C(C)(C)C)CC(=O)NC1=CCN(C=C1)C(C)(C)C